CC1(CCC2=C(CC1)C=C(C=C2)C=2C=C1C(=NC2)NN=C1C1=CC=C(C=C1)S(=O)(=O)N)N1[C@@H](CCC1)C 4-(5-(7-Methyl-7-((R)-2-methylpyrrolidin-1-yl)-6,7,8,9-tetrahydro-5H-benzo[7]annulen-2-yl)-1H-pyrazolo[3,4-b]pyridin-3-yl)benzenesulfonamide